C(C)(C)OCC(O)(C)C(C)(C)O.[B] boron isopropoxypinacol